N-(3-aminocyclobutyl)-1-[2-chloro-4-[[5-[1-cyclopropyl-3-(trifluoromethyl)pyrazol-4-yl]-1-methyl-imidazole-2-carbonyl]amino]benzoyl]piperidine-4-carboxamide NC1CC(C1)NC(=O)C1CCN(CC1)C(C1=C(C=C(C=C1)NC(=O)C=1N(C(=CN1)C=1C(=NN(C1)C1CC1)C(F)(F)F)C)Cl)=O